tellurium sulphur 4-((2-(dimethylamino)ethyl)thio)tetrahydro-2H-pyran-2-one CN(CCSC1CC(OCC1)=O)C.[S].[Te]